N5,N6-bis(3,5-difluorophenyl)-1-methyl-2-(trifluoromethyl)-imidazo[4,5-b]pyrazine-5,6-diamine FC=1C=C(C=C(C1)F)NC=1N=C2C(=NC1NC1=CC(=CC(=C1)F)F)N(C(=N2)C(F)(F)F)C